1-[4-iodo-6-(morpholin-4-yl)pyridin-2-yl]azetidin-3-ol IC1=CC(=NC(=C1)N1CCOCC1)N1CC(C1)O